4,4',4'',4'''-(porphyrin-5,10,15,20-tetrayl)tetraaniline C12=CC=C(N1)C(=C1C=CC(=N1)C(=C1C=CC(N1)=C(C=1C=CC(N1)=C2C2=CC=C(N)C=C2)C2=CC=C(N)C=C2)C2=CC=C(N)C=C2)C2=CC=C(N)C=C2